2-[3-(3,5-dimethylisoxazol-4-yl)pyrazolo[1,5-a]pyridin-5-yl]-4-(oxetan-3-yloxy)thiazole-5-carboxylic acid CC1=NOC(=C1C=1C=NN2C1C=C(C=C2)C=2SC(=C(N2)OC2COC2)C(=O)O)C